IC=1C=NN2C1C=CC(=C2)C(C)(S(=O)(=O)C)C 3-iodo-6-(1-methyl-1-methylsulfonyl-ethyl)pyrazolo[1,5-a]pyridine